O=C1C(O)=C(O)[C@H](O1)[C@@H](O)CO.OC=1[C@H](OC(C1O)=O)[C@H](CO)O vitamin C (L-ascorbate)